S(=O)(=O)(O)NC(=O)OCC sulfo-urethane